tert-butyl 4-(3-amino-5-methoxyphenoxy)-2-methylbutyrate NC=1C=C(OCCC(C(=O)OC(C)(C)C)C)C=C(C1)OC